NC[C@H]1C([C@H]1CNCC1=CC=2N(N=C1)C=C(N2)[C@H](C2CCC(CC2)(F)F)NC(OC(C)(C)C)=O)(F)F tert-butyl ((S)-(7-(((((1R,3S)-3-(aminomethyl)-2,2-difluorocyclopropyl)methyl)amino)methyl)imidazo[1,2-b]pyridazin-2-yl)(4,4-difluorocyclohexyl)methyl)carbamate